ClC1=CC(=NC=C1C(=O)O)C(F)F 4-chloro-6-(difluoromethyl)nicotinic acid